3-(2-chloro-5-methylpyrimidin-4-yl)-1H-indole ClC1=NC=C(C(=N1)C1=CNC2=CC=CC=C12)C